CC1(CCN(CC1)C1=NC=2C(=NC(=CN2)SC=2C=NC=CC2)N1)N 4-methyl-1-(6-(pyridin-3-ylthio)-1H-imidazo[4,5-b]pyrazin-2-yl)piperidin-4-amine